COCC(C(=O)OCC)C(C)(C)C ethyl 2-methoxymethyl-3,3-dimethylbutyrate